(1,4-diazabicyclo[3.2.2]nonan-4-yl)(3-(2,3,4-trifluorophenyl)-6,7-dihydropyrano[4,3-c]pyrazol-1(4H)-yl)methanone N12CCN(C(CC1)CC2)C(=O)N2N=C(C1=C2CCOC1)C1=C(C(=C(C=C1)F)F)F